6-[4-methyl-3-(trifluoromethoxy)phenoxy]pyridin-3-amine CC1=C(C=C(OC2=CC=C(C=N2)N)C=C1)OC(F)(F)F